ClC=1C=2C(N=C3N(C2C=CC1)C1=CC(=CC=C1C3(C)C)N3CCNCC3)=O 4-chloro-7,7-dimethyl-10-(piperazin-1-yl)indolo[1,2-a]quinazolin-5(7H)-one